BrC=1C(=NC(=NC1)NC1=C(C=C(C(=C1)C)N1CCC(CC1)N1CCN(CC1)C)OC)NC1=C(C=CC=C1)C(C)O 1-(2-((5-Bromo-2-((2-methoxy-5-methyl-4-(4-(4-methylpiperazin-1-yl)piperidin-1-yl)phenyl)amino)pyrimidin-4-yl)amino)phenyl)ethane-1-ol